1-(3-methoxycyclopentyl)-3-methyl-N-(7-methyl-[1,2,4]triazolo[1,5-a]pyridin-6-yl)-1H-pyrazolo[3,4-d]pyrimidin-6-amine COC1CC(CC1)N1N=C(C=2C1=NC(=NC2)NC=2C(=CC=1N(C2)N=CN1)C)C